bis(2,6'-hydroxyethyl) disulfide OCCSSCCO